dodecaneamine C(CCCCCCCCCCC)N